3-chloro-4-(methyl-(1-phenylpropyl)amino)-N-(thiazol-2-yl)benzenesulfonamide ClC=1C=C(C=CC1N(C(CC)C1=CC=CC=C1)C)S(=O)(=O)NC=1SC=CN1